ethyl (E)-5,9-dimethyl-2-(2-((tetrahydro-2H-pyran-2-yl)oxy)acetyl)deca-4,8-dienoate C\C(=C/CC(C(=O)OCC)C(COC1OCCCC1)=O)\CCC=C(C)C